2,6-dimethyl-3,4-dihydroisoquinolin CN1CC2=CC=C(C=C2CC1)C